8-(2,4-dichlorophenyl)-9-(4-((1-(3-fluoropropyl)azetidin-3-ylidene)methyl)phenyl)-6,7-dihydro-5H-benzo[7]annulene-3-carboxylic acid ClC1=C(C=CC(=C1)Cl)C=1CCCC2=C(C1C1=CC=C(C=C1)C=C1CN(C1)CCCF)C=CC(=C2)C(=O)O